(2s,4ar,6r,7r,8r,8ar)-8-(4-(3-fluorophenyl)-1H-1,2,3-triazol-1-yl)-7-methoxy-2-phenylhexahydropyrano[3,2-d][1,3]dioxin-6-carboxylic acid FC=1C=C(C=CC1)C=1N=NN(C1)[C@@H]1[C@H]([C@@H](O[C@H]2[C@@H]1O[C@H](OC2)C2=CC=CC=C2)C(=O)O)OC